C(C)(=O)OC=1C(C=C(OC1)C(=O)O)=O 5-acetoxy-4-oxo-4H-pyran-2-carboxylic acid